BrC=1C=NC(=NC1)C(=O)NCCN(C(OC(C)(C)C)=O)C tert-butyl N-[2-[(5-bromopyrimidine-2-carbonyl)amino]ethyl]-N-methyl-carbamate